N(=[N+]=[N-])CCC[C@](N)(C(=O)O)C (2S)-2-(3'-azidopropyl)-2-methyl-glycine